5-bromo-2-methylphenylboronic acid BrC=1C=CC(=C(C1)B(O)O)C